[Cl-].C[NH2+]C N-methyl-methanaminium chloride